N-((S)-1-cyanoethyl)-4-(2-((1-(trans-2,6-dimethylpiperidin-4-yl)-1H-pyrazol-4-yl)amino)-5-methylpyrimidin-4-yl)benzamide C(#N)[C@H](C)NC(C1=CC=C(C=C1)C1=NC(=NC=C1C)NC=1C=NN(C1)C1CC(NC(C1)C)C)=O